CCC(C)(C(=C=O)C(C)C)[Si](C)(C)C methyl-(trimethylsilyl)diisopropyl-ketene